C1C=CC(=O)C2N1C=CC=C2 QUINOLIZINONE